N[C@@H](C(=O)N1CCN(CC1)C1=CC(=CC=C1)C(F)(F)F)C (R,S)-2-amino-1-(4-(3-(trifluoromethyl)phenyl)piperazin-1-yl)propan-1-one